NC(=NS(=O)(=O)C1=CC=CC=C1)C1=CC=CC=C1 N-[amino(phenyl)methylene]benzenesulfonamide